N-[4-Fluoro-2-methyl-5-(5-methyl-4H-1,2,4-triazol-3-yl)phenyl]-6-methylpyrazolo[1,5-a]pyridine-3-carboxamide FC1=CC(=C(C=C1C1=NN=C(N1)C)NC(=O)C=1C=NN2C1C=CC(=C2)C)C